S1C(=NC2=C1C=CC=C2)[C@H](C)OC2=CC=CC(=N2)N2CCN(CC2)CC2=NC1=C(N2C[C@H]2OCC2)C=C(C=C1)C(=O)O 2-((4-(6-((S)-1-(benzo[d]thiazol-2-yl)ethoxy)pyridin-2-yl)piperazin-1-yl)methyl)-1-(((S)-oxetan-2-yl)methyl)-1H-benzo[d]imidazole-6-carboxylic acid